C(C)SCCCOC1=C(C(=O)NN)C=C(C(=C1)C(=O)NN)OCCCSCC 2,5-bis(3-(ethylthio)propoxy)terephthalhydrazid